C1(=CC=CC=C1)[S-] Benzenthiolat